F[P-](F)(F)(F)(F)F.O1C(=CC2=C1C=CC=C2)C2=CC=C(C=C2)[S+](C)C (4-(benzofuran-2-yl)phenyl)dimethylsulfonium hexafluorophosphate